N1N=CC2=CC=C(C=C12)CN(C1=NC=C(C=C1)CN1CCOCC1)CC1=CC(=CC=C1)OC N-((1H-indazol-6-yl)methyl)-N-(3-methoxybenzyl)-5-(morpholinomethyl)pyridin-2-amine